2-Methoxy-4-methyl-N-(4-methylpent-2-yn-1-yl)-1H-imidazole-1-carboxamide COC=1N(C=C(N1)C)C(=O)NCC#CC(C)C